P(=O)(OCCCCCCCCCC)(O)O decyl dihydrogen phosphate